butyl-2-(5-bromo-3-carbamoyl-1H-indazol-1-yl)acetate C(CCC)OC(CN1N=C(C2=CC(=CC=C12)Br)C(N)=O)=O